methyl 5-benzyl-3-((imidazo[1,2-a]pyridine-8-carboxamido)methyl)-4,5-dihydroisoxazole-5-carboxylate C(C1=CC=CC=C1)C1(CC(=NO1)CNC(=O)C=1C=2N(C=CC1)C=CN2)C(=O)OC